FC1=CC=C2C(=C(C(=C(C2=C1)OC)CC=1C=CC2=C(N=CS2)C1)C)OC 5-((7-fluoro-1,4-dimethoxy-3-methylnaphthalen-2-yl)methyl)benzo[d]thiazole